2-(4-bromopyridin-2-yl)-2,2-difluoroacetic acid ethyl ester C(C)OC(C(F)(F)C1=NC=CC(=C1)Br)=O